(S)-4-fluoro-5-((4-((2-hydroxy-1-phenylethyl)amino)-5-(1,3,4-oxadiazol-2-yl)pyrimidin-2-yl)amino)-3,3-dimethylisoindolin-1-one FC1=C2C(NC(C2=CC=C1NC1=NC=C(C(=N1)N[C@H](CO)C1=CC=CC=C1)C=1OC=NN1)=O)(C)C